CC(CNC1=CC=C(C=C1)NC1=CC=CC=C1)(C)N N-(2-methyl-2-aminopropyl)-N'-phenyl-p-phenylenediamine